Cl.NC(C)(C)C=1C=C(C=CC1)NC(CC1=CC=2NC3=CC(=C(C=C3C2C=C1)F)F)=O N-(3-(2-aminopropan-2-yl)phenyl)-2-(6,7-difluoro-9H-carbazol-2-yl)acetamide hydrochloride